Isobutyl (S)-2-(3-(3-phenylpropyl)-1,2,4-oxadiazol-5-yl)pyrrolidine-1-carboxylate C1(=CC=CC=C1)CCCC1=NOC(=N1)[C@H]1N(CCC1)C(=O)OCC(C)C